2-(4-Bromo-1-ethyl-1H-pyrrolo[2,3-b]pyridin-6-yl)-4-(trifluoromethyl)isoindolin-1-one BrC1=C2C(=NC(=C1)N1C(C3=CC=CC(=C3C1)C(F)(F)F)=O)N(C=C2)CC